[(2S)-8-chloro-2,3-dihydro-2-methyl-4H-1,4-benzoxazin-4-yl][2-methyl-5-[3-(1-methylethyl)-1H-1,2,4-triazol-1-yl]phenyl]methanone ClC1=CC=CC=2N(C[C@@H](OC21)C)C(=O)C2=C(C=CC(=C2)N2N=C(N=C2)C(C)C)C